CC(CCCCCC(CCCCCCCC)O)O hexadecane-2,8-diol